NC=1N=CC(=NC1C=1OC(=NN1)C1=C(C=C(C=C1)CNC)F)C1=CC(=C(C=C1)S(=O)(=O)C(CCO)C)F 3-(4-(5-amino-6-(5-(2-fluoro-4-((methylamino)methyl)phenyl)-1,3,4-oxadiazol-2-yl)pyrazin-2-yl)-2-fluorophenylsulfonyl)butan-1-ol